4-fluoro-6-[2-(triazol-1-yl)ethoxy]indane-2-carbaldehyde FC1=C2CC(CC2=CC(=C1)OCCN1N=NC=C1)C=O